COC=1N=NC2=CC(=CC=C2C1)C1=NC=CC=C1C=1C=NN(C1)CC1(CCCCC1)C 3-Methoxy-7-(3-{1-[(1-methylcyclohexyl)methyl]-1H-pyrazol-4-yl}pyridin-2-yl)cinnolin